N[C@@H]1C[C@H](CC1)NC1=CC=C(C=N1)C1=CC=C2C(=N1)C(NC2)=O (6-(((1S,3S)-3-aminocyclopentyl)amino)pyridin-3-yl)-5,6-dihydro-7H-pyrrolo[3,4-b]pyridin-7-one